ClC=1C(=NC(=NC1)NC1=CC(=C(C=C1)N1CCN(CC1)C1CCN(CC1)C)OC)C(=O)NC1=C(C=CC=C1OC)C#N 5-chloro-N-(2-cyano-6-methoxyphenyl)-2-((3-methoxy-4-(4-(1-methylpiperidin-4-yl)piperazin-1-yl)phenyl)amino)pyrimidine-4-carboxamide